N-(2-(1-(cyclopropanesulfonyl)-1H-pyrazol-4-yl)pyrimidin-4-yl)-5-isopropyl-8-((2R,3S)-2-methyl-3-(methylsulfonylmethyl)azetidin-1-yl)-2,6-naphthyridin-3-amine C1(CC1)S(=O)(=O)N1N=CC(=C1)C1=NC=CC(=N1)NC=1N=CC2=C(C=NC(=C2C1)C(C)C)N1[C@@H]([C@H](C1)CS(=O)(=O)C)C